(1R,2S,5S)-3-((S)-3,3-dimethyl-2-(oxetan-3-ylamino)butanoyl)-6,6-dimethyl-3-azabicyclo[3.1.0]hexane-2-carboxylic acid CC([C@@H](C(=O)N1[C@@H]([C@H]2C([C@H]2C1)(C)C)C(=O)O)NC1COC1)(C)C